NC=1N=CC2=CC(=C(C=C2C1)C1C(CN(CC1)C(=O)OC(C)(C)C)O)Cl tert-butyl 4-(3-amino-7-chloroisoquinolin-6-yl)-3-hydroxypiperidine-1-carboxylate